Tri(3,4,4-trimethyl-2-pentyl)citrat CC(C(C)C(C(C(C(=O)[O-])(C(C)C(C(C)(C)C)C)C(C)C(C(C)(C)C)C)(O)C(=O)[O-])C(=O)[O-])C(C)(C)C